5-(2,3-dihydrobenzo[1,4]dioxin-6-yl)-N-phenyl-3-(p-tolyl)-4,5-dihydro-1h-pyrazole-1-thioamide O1CCOC2=C1C=CC(=C2)C2CC(=NN2C(NC2=CC=CC=C2)=S)C2=CC=C(C=C2)C